(1s,2r,5s)-2-isopropyl-5-methylcyclohexyl 3-((1r,2r)-2-((2-chlorophenyl) amino)-5-oxo-1-phenylcyclopent-3-en-1-yl)-2,2-difluoropropionate ClC1=C(C=CC=C1)N[C@H]1[C@](C(C=C1)=O)(C1=CC=CC=C1)CC(C(=O)O[C@@H]1[C@H](CC[C@@H](C1)C)C(C)C)(F)F